C(C)SC1=NN=C(S1)NC(CSC=1NC(C2=C(N1)N(N=C2)C2CCSCC2)=O)=O N-(5-(ethylthio)-1,3,4-thiadiazol-2-yl)-2-((4-oxo-1-(tetrahydro-2H-thiopyran-4-yl)-4,5-dihydro-1H-pyrazolo[3,4-d]pyrimidin-6-yl)thio)acetamide